Methyl (S)-2-((S)-3-cyclohexyl-2-((((1-(methylsulfonyl) piperidin-4-yl) oxy) carbonyl) amino) propanamido)-5-(2,3-dihydrobenzo[f][1,4]oxazepin-4(5H)-yl)-5-oxopentanoate C1(CCCCC1)C[C@@H](C(=O)N[C@H](C(=O)OC)CCC(=O)N1CCOC2=C(C1)C=CC=C2)NC(=O)OC2CCN(CC2)S(=O)(=O)C